Tert-Butyl 1,1-difluoro-2-{5-[4-fluoro-2-(trifluoromethyl)phenyl]isoxazol-3-yl}-6-azaspiro[2.5]octane-6-carboxylate FC1(C(C12CCN(CC2)C(=O)OC(C)(C)C)C2=NOC(=C2)C2=C(C=C(C=C2)F)C(F)(F)F)F